BrC(CC1=CC=C(C=C1)Cl)=O alpha-bromo(4-chlorophenyl)ethanone